O1CCC(CC1)N1N=CC(=C1)N 1-(oxacyclohex-4-yl)pyrazol-4-amine